C(CC(O)(C(=O)[O-])CC(=O)[O-])(=O)[O-].C(CC(O)(C(=O)[O-])CC(=O)[O-])(=O)[O-].[Mg+2].[Mg+2].[Mg+2] Trimagnesium Dicitrate